(3R)-Cyclopentyl-3-[4-(7H-pyrrolo[2,3-d]pyrimidin-4-yl)pyrazol-1-yl]propionitrile C1(CCCC1)C(C#N)CN1N=CC(=C1)C=1C2=C(N=CN1)NC=C2